C(=O)(C(=C)C)N[C@@H](CCCNC(N)=N)C(=O)O methacryl-arginine